(3R)-4-[3-({[2-(benzyloxy)ethyl]amino}methyl)-2'-ethoxy-[1,1'-biphenyl]-4-yl]-3-ethylpiperazine-1-carboxylic acid tert-butyl ester C(C)(C)(C)OC(=O)N1C[C@H](N(CC1)C1=C(C=C(C=C1)C1=C(C=CC=C1)OCC)CNCCOCC1=CC=CC=C1)CC